tert-Butyl (3R,4S)-3-[(4R)-benzyl-2-oxo-oxazolidine-3-carbonyl]-4-(4-trifluoromethylphenyl)-pyrrolidine-1-carboxylate C(C1=CC=CC=C1)[C@H]1N(C(OC1)=O)C(=O)[C@H]1CN(C[C@@H]1C1=CC=C(C=C1)C(F)(F)F)C(=O)OC(C)(C)C